1-(4-hydroxy-3-methoxyphenyl)-3-tetradecanone OC1=C(C=C(C=C1)CCC(CCCCCCCCCCC)=O)OC